tert-butyl 4-(4-(1,3-dioxolan-2-yl)piperidin-1-yl)benzoate O1C(OCC1)C1CCN(CC1)C1=CC=C(C(=O)OC(C)(C)C)C=C1